BrC=1C=2N(C=C(N1)C)C=C(N2)NC(OC(C)(C)C)=O tert-butyl N-(8-bromo-6-methyl-imidazo[1,2-a]pyrazin-2-yl)carbamate